(S)-6-(1-methyl-1H-pyrazol-4-yl)-N-(2-methyl-5-(1-neopentylpyrrolidine-3-carboxamido)pyridin-3-yl)pyrazolo[1,5-a]pyrazine-3-carboxamide CN1N=CC(=C1)C=1N=CC=2N(C1)N=CC2C(=O)NC=2C(=NC=C(C2)NC(=O)[C@@H]2CN(CC2)CC(C)(C)C)C